COC1=CC=C(C=2OC3=CC(=CC(=C3C(C2O)=O)O)O)C=C1 4'-methoxy-3,5,7-trihydroxyflavone